CC1=C(C2=CC=CC=C2C(=C1)NS(=O)(=O)CC(F)(F)F)OC=1N=CSC1C1=NC(=NC=C1)N[C@@H]1CN(CCC1)C(=O)OC(C)(C)C tert-butyl (3S)-3-[[4-[4-[[2-methyl-4-(2,2,2-trifluoroethylsulfonylamino)-1-naphthyl]oxy]thiazol-5-yl]pyrimidin-2-yl]amino]piperidine-1-carboxylate